tert-butyl(cyclopent-3-en-1-yloxy)dimethylsilane C(C)(C)(C)[Si](C)(C)OC1CC=CC1